N-(4-amino-3,4-dioxo-1-phenylbutan-2-yl)-1-methyl-3-(quinoxalin-2-yl)-1H-pyrazole-4-carboxamide NC(C(C(CC1=CC=CC=C1)NC(=O)C=1C(=NN(C1)C)C1=NC2=CC=CC=C2N=C1)=O)=O